C(C)C(=C(NC)N)[N+](=O)[O-] ethyl-1-N-methyl-2-nitroethene-1,1-diamine